tertbutyl (1S,4S)-5-{8-(benzyloxy)-6-cyclopropyl-7-[3-fluoro-5-(methoxymethoxy)-2-methylphenyl]-2-[(oxan-4-yl) oxy] quinazolin-4-yl}-2,5-diazabicyclo[2.2.1]heptane-2-carboxylate C(C1=CC=CC=C1)OC=1C(=C(C=C2C(=NC(=NC12)OC1CCOCC1)N1[C@@H]2CN([C@H](C1)C2)C(=O)OC(C)(C)C)C2CC2)C2=C(C(=CC(=C2)OCOC)F)C